N[C@H]1[C@@H](CCCC1)C(=O)O TRANS-2-AMINO-1-CYCLOHEXANECARBOXYLIC ACID